F[C@H]1[C@@H]2CC[C@H](C[C@H]1N(C=1N=CC(=NC1)C1=C(C=C(C=C1)C=1C=C3C=NNC3=CC1)O)C)N2 2-(5-{[(1S,2S,3R,5R)-2-fluoro-8-azabicyclo[3.2.1]octan-3-yl](methyl)amino}pyrazin-2-yl)-5-(1H-indazol-5-yl)phenol